4-methoxy-6-(4-(trifluoromethyl)piperidin-1-yl)pyridin-3-amine COC1=C(C=NC(=C1)N1CCC(CC1)C(F)(F)F)N